1-(4-allyloxy-3,5-dimethyl-phenyl)-2-hydroxy-2-methyl-propan-1-one C(C=C)OC1=C(C=C(C=C1C)C(C(C)(C)O)=O)C